2-(5-methoxypentyl)-6-((2-methyl-6-(trifluoromethyl)pyridin-3-yl)sulfonyl)-2,6-diazaspiro[3.3]heptane COCCCCCN1CC2(C1)CN(C2)S(=O)(=O)C=2C(=NC(=CC2)C(F)(F)F)C